B(C1=CC=C(C=C1)CCCCC)(O)O 4-N-PENTYLPHENYLBORONIC ACID